(7R)-N-(2-Amino-3-fluoro-4-((4-hydroxybenzyl)amino)phenyl)-7,8-difluorooctanamid NC1=C(C=CC(=C1F)NCC1=CC=C(C=C1)O)NC(CCCCC[C@H](CF)F)=O